1,4-Butan-Diamin C(CCCN)N